N-((2R)-3-methyl-1-(2-methyl-1,3-dioxo-4-phenyl-2,8-diazaspiro[4.5]decan-8-yl)-1-oxobutan-2-yl)-3-(trifluoromethyl)benzamide CC([C@H](C(=O)N1CCC2(C(C(N(C2=O)C)=O)C2=CC=CC=C2)CC1)NC(C1=CC(=CC=C1)C(F)(F)F)=O)C